[Si](C)(C)(C(C)(C)C)OCCN1C(NC2=CC=C(C=C2C1)F)=O 3-(2-((tert-butyldimethylsilyl)oxy)ethyl)-6-fluoro-3,4-dihydroquinazolin-2(1H)-one